C(CC)S(=O)(=O)O.C1=CC=CC2=CC=CC=C12 Naphthalene Propanesulfonate